(2S,3R)-2-(benzyloxycarbonylamino)-3-hydroxy-butyric acid benzyl ester C(C1=CC=CC=C1)OC([C@H]([C@@H](C)O)NC(=O)OCC1=CC=CC=C1)=O